1,2,3,4,5,6-Benzenehexathiol C1(=C(C(=C(C(=C1S)S)S)S)S)S